NC1=C2N=CN(C2=NC(=N1)C1=CC=C(C=C1)F)C1CCC(CC1)C(=O)NC1=CC(=CC=C1)OC 4-[6-amino-2-(4-fluorophenyl)-9H-purin-9-yl]-N-(3-methoxyphenyl)cyclohexanecarboxamide